n-docosyl hexacosanoate C(CCCCCCCCCCCCCCCCCCCCCCCCC)(=O)OCCCCCCCCCCCCCCCCCCCCCC